2,2'-azo-bis-(2,4-dimethyl-4-methoxypentanenitrile) N(=NC(C#N)(CC(C)(C)OC)C)C(C#N)(CC(C)(OC)C)C